NC([C@H](CO)C1=C(C=CC2=C1C(=C(O2)C)C(=O)N)OC(CN(C)C)C2=CC=CC=C2)=O ((S)-1-amino-3-hydroxy-1-oxopropan-2-yl)-5-(2-(dimethylamino)-1-phenylethoxy)-2-methylbenzofuran-3-carboxamide